sodium 8-amino-1,4-dioxaspiro[4.5]decane-8-carboxylate NC1(CCC2(OCCO2)CC1)C(=O)[O-].[Na+]